CC1(OB(OC1(C)C)CCC1N(CCCCC1)C(=O)OC(C)(C)C)C tert-butyl 2-(2-(4,4,5,5-tetramethyl-1,3,2-dioxaborolan-2-yl)ethyl)azepane-1-carboxylate